C1(CCCCC1)[C@@H](C(=O)NC1=CC=C(C=C1)C1=NN=CN1C)NC(=O)C=1N(N=CC1)C N-[(1S)-1-cyclohexyl-2-[4-(4-methyl-1,2,4-triazol-3-yl)anilino]-2-oxo-ethyl]-2-methyl-pyrazole-3-carboxamide